N-benzyl-1-(2-((3-bromo-1-methyl-1H-pyrazol-4-yl)methyl)imidazo[1,2-a]pyrazin-6-yl)-N-methylamine C(C1=CC=CC=C1)NCC=1N=CC=2N(C1)C=C(N2)CC=2C(=NN(C2)C)Br